2-((5-Chloropyrazolo[1,5-a]pyrimidin-7-yl)amino)-6-fluoroisonicotinic acid ClC1=NC=2N(C(=C1)NC=1C=C(C(=O)O)C=C(N1)F)N=CC2